[Br-].NC(CC)C1=NC=CN1C 1-aminopropyl-3-methyl-imidazole bromide salt